4-(2-octyl-dodecyl)-4H-dithieno[3,2-b:2',3'-d]pyrrole-2,6-dicarboxaldehyde C(CCCCCCC)C(CN1C2=C(C3=C1C=C(S3)C=O)SC(=C2)C=O)CCCCCCCCCC